manganese(III) iodide [I-].[Mn+3].[I-].[I-]